(isopropyl-cyclopentadienyl)tris(methylethylamino)hafnium C(C)(C)C1(C=CC=C1)[Hf](N(C)CC)(N(C)CC)N(CC)C